C(C)C1=NSC(=C1)C(=O)O 3-ethylisothiazole-5-carboxylic acid